(piperazin-1-yl)-5-(trifluoromethyl)nicotinamide hydrochloride Cl.N1(CCNCC1)C1=C(C(=O)N)C=C(C=N1)C(F)(F)F